N1(CCCCC1)CCC(C)N1N=C2C=C(C=CC2=C1C1CCNCC1)C1=C(C=CC=C1)C(F)(F)F 2-(4-(piperidin-1-yl)but-2-yl)-3-(piperidin-4-yl)-6-(2-(trifluoromethyl)phenyl)-2H-indazole